C(C)N1C(=NC2=C(C=C(C=C2C1=O)C)C(C)NC1=C(C(=O)OC)C=CC=C1)N1CCOCC1 methyl 2-[1-(3-ethyl-6-methyl-2-morpholino-4-oxo-quinazolin-8-yl)ethylamino]benzoate